7-(2-Cyclopropoxy-benzyl)-5-[1-(2-fluoro-6-methyl-phenyl)-piperidin-4-yl]-2-methyl-2,4,5,7-tetrahydro-pyrazolo[3,4-d]pyrimidin-6-one C1(CC1)OC1=C(CN2C(N(CC=3C2=NN(C3)C)C3CCN(CC3)C3=C(C=CC=C3C)F)=O)C=CC=C1